COC1=NC2=CC=CC=C2C=C1CC=1C=C2C=CC=NC2=CC1 2-methoxy-3-(quinolin-6-ylmethyl)quinoline